O1C(CCCC1)OCCCCCCOC1=CC=C(C(=O)OC2=CC(=CC=C2)C)C=C1 3-methylphenyl 4-((6-((tetrahydro-2H-pyran-2-yl)oxy)hexyl)oxy)benzoate